N-(5-chloro-6-(2H-1,2,3-triazol-2-yl)pyridin-3-yl)-8-(1-(difluoromethyl)-1H-pyrazol-3-yl)-2-fluoro-8-methyl-7,8-dihydro-6H-cyclopenta[e]pyrazolo[1,5-a]pyrimidine-6-carboxamide ClC=1C=C(C=NC1N1N=CC=N1)NC(=O)C1CC(C2=C1C=NC=1N2N=C(C1)F)(C)C1=NN(C=C1)C(F)F